4-{[1'-(2,2-dimethylpropionyl)-1,2-dihydrospiro[indole-3,3'-pyrrolidine]-1-yl]Sulfonyl}-N,N-dimethyl-benzene-1-sulfonamide CC(C(=O)N1CC2(CC1)CN(C1=CC=CC=C12)S(=O)(=O)C1=CC=C(C=C1)S(=O)(=O)N(C)C)(C)C